(2S,4S,6S)-2-methyl-6-(1-methyl-1H-1,2,3-triazol-4-yl)-4-(4-(trifluoromethyl)phenyl)piperidine-4-carboxamide C[C@@H]1N[C@@H](C[C@](C1)(C(=O)N)C1=CC=C(C=C1)C(F)(F)F)C=1N=NN(C1)C